6-(1-(3-fluoro-5-(trifluoromethyl)pyridin-2-yl)piperidin-4-yl)-2-thia-6-azaspiro[3.4]octane 2,2-dioxide FC=1C(=NC=C(C1)C(F)(F)F)N1CCC(CC1)N1CC2(CS(C2)(=O)=O)CC1